3-[2,3-Dicarboxy-6-[6-[4-[(E)-3-oxo-3-phenylprop-1-enyl]phenoxy]hexoxy]phenyl]-4-[6-[4-[(E)-3-oxo-3-phenylprop-1-enyl]phenoxy]hexoxy]phthalic acid C(=O)(O)C1=C(C(=CC=C1C(=O)O)OCCCCCCOC1=CC=C(C=C1)\C=C\C(C1=CC=CC=C1)=O)C1=C(C(C(=O)O)=CC=C1OCCCCCCOC1=CC=C(C=C1)\C=C\C(C1=CC=CC=C1)=O)C(=O)O